BrC(C(=O)OC)C1=CC=C(C=C1)OC(F)F Methyl 2-bromo-2-(4-(difluoromethoxy) phenyl)acetate